N-(3-(1-(cyanomethyl)-1H-imidazol-2-yl)phenyl)-5-cyclopropylpyrazolo[1,5-a]pyrimidine-3-carboxamide C(#N)CN1C(=NC=C1)C=1C=C(C=CC1)NC(=O)C=1C=NN2C1N=C(C=C2)C2CC2